tert-butyl 11-(2-aminoethyl)-1-(9H-fluoren-9-yl)-3,10,15-trioxo-2,7,18,21-tetraoxa-4,11,14-triazatetracosan-24-oate TFA salt OC(=O)C(F)(F)F.NCCN(C(CCOCCNC(OCC1C2=CC=CC=C2C=2C=CC=CC12)=O)=O)CCNC(CCOCCOCCC(=O)OC(C)(C)C)=O